BrC=1C=NN(C1C1=CC(=CC=C1)OC)C1=CC=CC=C1 4-bromo-5-(3-methoxyphenyl)-1-phenyl-1H-pyrazole